CN1C2=C(C3=C1C(NN=C3)=O)CCN(C2)C(=O)OCC2=CC=CC=C2 benzyl 5-methyl-4-oxo-3,4,5,6,8,9-hexahydro-7H-pyrido[4',3':4,5]pyrrolo[2,3-d]pyridazine-7-carboxylate